CC1=CC(=NC=C1OC1=CC(=C2C(=N1)N(C=N2)C)NC2=NC=C(C=C2)C(=O)N2CC(C2)OC(C)C)C#N 4-methyl-5-[3-methyl-7-[[5-(3-propane-2-yloxy-azetidine-1-carbonyl)pyridin-2-yl]amino]imidazo[4,5-b]pyridin-5-yl]oxy-pyridine-2-carbonitrile